(R)-4-(2-(((tert-butyldiphenylsilyl)oxy)methyl)-4-((4'-chloro-4,4-dimethyl-3,4,5,6-tetrahydro-[1,1'-biphenyl]-2-yl)methyl)piperazin-1-yl)benzoic acid [Si](C1=CC=CC=C1)(C1=CC=CC=C1)(C(C)(C)C)OC[C@@H]1N(CCN(C1)CC1=C(CCC(C1)(C)C)C1=CC=C(C=C1)Cl)C1=CC=C(C(=O)O)C=C1